ClC1=CC=C(C=C1)[C@H](NS(=O)(=O)C1=CC=C(C=C1)C)C1=CC=CC=C1 (R)-N-((4-chlorophenyl)(phenyl)methyl)-4-methylbenzenesulfonamide